N-(3,5-dimethylphenyl)-N-hydroxybenzamide CC=1C=C(C=C(C1)C)N(C(C1=CC=CC=C1)=O)O